3-((1-(6-((S)-4-Benzyl-2-oxooxazolidin-3-yl)-4-methylpyridin-2-yl)ethyl)amino)-6-bromopicolinic acid C(C1=CC=CC=C1)[C@@H]1N(C(OC1)=O)C1=CC(=CC(=N1)C(C)NC=1C(=NC(=CC1)Br)C(=O)O)C